(2R)-2-methyl-5-oxocyclopentanecarboxylic acid ethyl ester C(C)OC(=O)C1[C@@H](CCC1=O)C